BrC=1C=C2C(=NC1)SC(=C2)C(=O)NC2=CC(=NN2C)C(C)(C)C 5-bromo-N-(3-(tert-butyl)-1-methyl-1H-pyrazol-5-yl)-thieno[2,3-b]pyridine-2-carboxamide